C(C)(C)(C)C1=CC2=C(SC=C2NC2=CC=C(C=C2)C(C)(C)C2=CC=CC=C2)C=C1 5-(tert-butyl)-N-(4-(2-phenylpropan-2-yl)phenyl)benzo[b]thiophen-3-amine